COC(=O)N[C@H](C(=O)N1C(CC(C1)C1COC1)C(=O)O)C(C)(C)C 1-((S)-2-((Methoxycarbonyl)amino)-3,3-dimethylbutanoyl)-4-(oxetan-3-yl)pyrrolidine-2-carboxylic acid